C(=O)C1CCC(CC1)N1N=C2C=NC(=CC2=C1)NC(=O)C=1C=NN2C1N=C(C=C2)N2[C@H]1CO[C@@H](C2)C1 N-[2-(4-formylcyclohexyl)pyrazolo[3,4-c]pyridin-5-yl]-5-[(1R,4R)-2-oxa-5-azabicyclo[2.2.1]heptan-5-yl]pyrazolo[1,5-a]pyrimidine-3-carboxamide